4-(4-(4-Bromo-2,3-difluorophenyl)piperazin-1-yl)-5-fluoro-2-methoxyaniline BrC1=C(C(=C(C=C1)N1CCN(CC1)C1=CC(=C(N)C=C1F)OC)F)F